ClC=1C=CC2=C(C=3N(C(=C(C(N(C=4C=C(C=C(OCCN(C2=O)C)C4)C#N)C4=CC=C(C=C4)O)=O)C3)C)C)C1 18-chloro-11-(4-hydroxyphenyl)-2,14,15-trimethyl-1,12-dioxo-1,2,3,4,12,15-hexahydro-11H-6,10:13,16-di(metheno)-5,2,11,15-benzoxatriazacyclooctadecine-8-carbonitrile